4-(2-(4-methoxy-1,1-dioxido-6-(2,4,6-trichlorophenyl)-1,2,6-thiadiazinan-2-yl)acetamido)adamantane-1-carboxamide COC1CN(S(N(C1)C1=C(C=C(C=C1Cl)Cl)Cl)(=O)=O)CC(=O)NC1C2CC3(CC(CC1C3)C2)C(=O)N